3-{[4-(2-amino-6-fluoro-8-methoxy-4-quinazolinyl)-1H-1,2,3-triazol-1-yl]methyl}-1-isopropyl-1H-pyridin-2-one NC1=NC2=C(C=C(C=C2C(=N1)C=1N=NN(C1)CC=1C(N(C=CC1)C(C)C)=O)F)OC